C(C)(C)C1=C(NC2=CC=C(C=C12)CC1CN(C1)C(C)C)C=1C(=C(C=2N(C1)N=CN2)C)C 6-(3-Isopropyl-5-((1-isopropylazetidin-3-yl)methyl)-1H-indol-2-yl)-7,8-dimethyl-[1,2,4]triazolo[1,5-a]pyridin